4-(5-(3,4-dichlorophenyl)-7,7-dimethyl-6,7-dihydro-5H-pyrrolo[2,3-b]pyrazine-2-carbonyl)-3,3-dimethylpiperazin ClC=1C=C(C=CC1Cl)N1CC(C=2C1=NC=C(N2)C(=O)N2C(CNCC2)(C)C)(C)C